(2S,5R)-6-(benzyloxy)-7-oxo-N-(pyridin-3-ylmethyl)-1,6-diazabicyclo[3.2.1]octane-2-carboximidamide C(C1=CC=CC=C1)ON1[C@@H]2CC[C@H](N(C1=O)C2)C(NCC=2C=NC=CC2)=N